benzenamine monohydrochloride Cl.C1(=CC=CC=C1)N